C1(CC1)OC1=C(C=NC=C1)NC1CCN(CC1)C(=O)OC(C)(C)C tert-butyl 4-[[4-(cyclopropoxy)-3-pyridyl]amino]piperidine-1-carboxylate